isooctyl alcohol phosphate potassium salt [K+].P(=O)([O-])([O-])OCCCCCC(C)C.[K+]